tert-butyl 3-[(cyclopropylamino)methyl]azetidine-1-carboxylate C1(CC1)NCC1CN(C1)C(=O)OC(C)(C)C